8-bromo-3-cyclopropyl-6-fluoro-2-tetrahydropyran-4-yl-quinolin-4-ol BrC=1C=C(C=C2C(=C(C(=NC12)C1CCOCC1)C1CC1)O)F